C[C@@H](CC(=O)O)CC (R)-3-methyl-valeric acid